BrC1=CC2=C(N(C(CO2)=O)C)C=C1 7-bromo-4-methyl-2H-1,4-benzoxazin-3-one